(3S,7R)-3-amino-7-methyl-1,2,4,7-tetrahydroazepine N[C@@H]1CN[C@@H](C=CC1)C